2-hydroxy-N-(4-hydroxy-3-(methylsulfonylamino)phenyl)-4'-(trifluoromethyl)-[1,1'-biphenyl]-4-carboxamide OC1=C(C=CC(=C1)C(=O)NC1=CC(=C(C=C1)O)NS(=O)(=O)C)C1=CC=C(C=C1)C(F)(F)F